tert-butyl (5-(difluoromethyl)-6-(2H-1,2,3-triazol-2-yl)pyridin-3-yl)carbamate FC(C=1C=C(C=NC1N1N=CC=N1)NC(OC(C)(C)C)=O)F